3-chloro-2-fluoro-5-(trifluoromethyl)phenol ClC=1C(=C(C=C(C1)C(F)(F)F)O)F